2-(benzhydryl(methyl)amino)-5-hydroxy-1-methyl-6-oxo-N-(2,2,2-trifluoroethyl)-1,6-dihydropyrimidine-4-carboxamide C(C1=CC=CC=C1)(C1=CC=CC=C1)N(C=1N(C(C(=C(N1)C(=O)NCC(F)(F)F)O)=O)C)C